(2R,3R,11bR)-3-(2,2-dimethylpropyl)-9,10-dimethoxy-1H,2H,3H,4H,6H,7H,11bH-pyrido[2,1-a]isoquinolin-2-ol CC(C[C@H]1[C@@H](C[C@H]2N(CCC3=CC(=C(C=C23)OC)OC)C1)O)(C)C